3-(5-(1-(4-(4-amino-3-(4-phenoxyphenyl)-1H-pyrazolo[3,4-d]pyrimidin-1-yl)piperidine-1-carbonyl)piperidin-4-yl)-1-oxoisoindolin-2-yl)piperidine-2,6-dione NC1=C2C(=NC=N1)N(N=C2C2=CC=C(C=C2)OC2=CC=CC=C2)C2CCN(CC2)C(=O)N2CCC(CC2)C=2C=C1CN(C(C1=CC2)=O)C2C(NC(CC2)=O)=O